[Cl-].C(CCCCCCCCC)[N+](C)(C)CCCCCCCCCC Di-decanyl-dimethyl-ammonium chloride